FC=1C(=NNC1)S(=O)(N)=NC(NC1=C2C(=NC3=C1CCC3)[C@@H](CC2)C)=O 4-fluoro-N'-(((R)-3-methyl-1,2,3,5,6,7-hexahydrodicyclopenta[b,e]pyridin-8-yl)carbamoyl)-1H-pyrazole-3-sulfonimidamide